pyrazinyl-dihydropyrrolotriazine N1=C(C=NC=C1)N1NNC=C2C1=CC=N2